methyl (S)-3,4-dihydroxybutyrate O[C@@H](CC(=O)OC)CO